[Si](C)(C)(C(C)(C)C)O[C@@H]1C[C@H](N(C1)C(=O)OC(C)(C)C)C=1NC(=CN1)C1=C(C=CC=C1)C(F)(F)F tert-butyl (2S,4R)-4-[tert-butyl(dimethyl)silyl]oxy-2-[5-[2-(trifluoromethyl)phenyl]-1H-imidazol-2-yl]pyrrolidine-1-carboxylate